COC1=NC(=NC=C1SC)N(CC1=CC=C(C=C1)OC)CC1=CC=C(C=C1)OC 4-methoxy-N,N-bis[(4-methoxyphenyl)methyl]-5-methylsulfanyl-pyrimidin-2-amine